2-(2,6-dichlorophenylamino)2-imidazoline hydrochloride Cl.ClC1=C(C(=CC=C1)Cl)NC=1NCCN1